(S)-(1-(5,7-dichloro-8-fluoro-2-(methylthio)pyrido[4,3-d]pyrimidin-4-yl)azetidin-2-yl)methanol ClC1=NC(=C(C=2N=C(N=C(C21)N2[C@@H](CC2)CO)SC)F)Cl